ClC=1C(=CC2=C(N(C[C@H](N(S2(=O)=O)C)C2CCCCC2)C2=CC=CC=C2)C1)C1CC(C1)C(=O)O (1R,3r)-3-((R)-7-chloro-3-cyclohexyl-2-methyl-1,1-dioxido-5-phenyl-2,3,4,5-tetrahydrobenzo[f][1,2,5]thiadiazepin-8-yl)cyclobutane-1-carboxylic acid